5-Chloro-2-(6-methyl-3,3a,4,5,7,7a-hexahydro-2H-pyrrolo[2,3-c]pyridin-1-yl)oxazolo[4,5-b]pyridine ClC1=CC=C2C(=N1)N=C(O2)N2CCC1C2CN(CC1)C